C12N(CC(CC1)CC2)CCNC(=O)C=2C=C(C(=NC2)C)NC(=O)C=2C=NN1C2SC(=C1)C=1C=NN2C1COCC2 N-(5-((2-(2-azabicyclo[2.2.2]octan-2-yl)ethyl)carbamoyl)-2-methylpyridin-3-yl)-2-(6,7-dihydro-4H-pyrazolo[5,1-c][1,4]oxazin-3-yl)pyrazolo[5,1-b]thiazole-7-carboxamide